FC=1C=CC(=NC1)[Sn](CCCC)(CCCC)CCCC 5-fluoro-2-(tributyl-stannyl)pyridine